C(C1=CC=CC=C1)N1C=NC2=C1C=CC(=C2)[N+](=O)[O-] 1-benzyl-5-nitro-1H-1,3-benzodiazol